OCC(C)(C)SCC(=O)OC(C)(C)C tert-butyl 2-((1-hydroxy-2-methylpropan-2-yl)thio)acetate